N-(5-cyano-4-((2-methoxyethyl)amino)pyridin-2-yl)-5-formyl-6-(1-methyl-1H-pyrazol-5-yl)-1-methyl-1H-pyrrolo[3,2-b]pyridine-3-carboxamide C(#N)C=1C(=CC(=NC1)NC(=O)C1=CN(C=2C1=NC(=C(C2)C2=CC=NN2C)C=O)C)NCCOC